1-methyl-3-butyl-1H-imidazol-3-ium hydrogen carbonate C(O)([O-])=O.CN1C=[N+](C=C1)CCCC